N-methyl-N-butyl-nonylamine CN(CCCC)CCCCCCCCC